ethyl 3-{5-fluoro-3-[(3-fluoro-5-methanesulfonyl phenyl)methoxy]pyridin-2-yl}-1,2-thiazole-5-carboxylate FC=1C=C(C(=NC1)C1=NSC(=C1)C(=O)OCC)OCC1=CC(=CC(=C1)S(=O)(=O)C)F